C(C1=CC=CC=C1)OC1[C@@H]([C@H]([C@@H]2OC(OC[C@H]2O1)C1=CC=CC=C1)O[C@@H](C(=O)O)C)NC(=O)C1OC2(OC1)CCCCC2 (2R)-2-((4aR,7R,8R,8aS)-6-(benzyloxy)-2-phenyl-7-(1,4-dioxaspiro[4.5]decane-2-carboxamido)hexahydropyrano[3,2-d][1,3]dioxin-8-yloxy)propanoic acid